C(C1=CC=CC=C1)C=1N(C=2C(=C3CC[C@@H](NC3=CC2)C)N1)C1CC2(C1)CNCC2 (7S)-2-Benzyl-7-methyl-3-[(2s,4r)-6-azaspiro[3.4]octan-2-yl]-3H,6H,7H,8H,9H-imidazo[4,5-f]chinolin